3-[3-(2-chloro-4-fluoro-benzoyl)-3,8-diazabicyclo[3.2.1]octan-8-yl]-4-hydroxy-5-(trifluoromethyl)benzenesulfonyl chloride ClC1=C(C(=O)N2CC3CCC(C2)N3C=3C=C(C=C(C3O)C(F)(F)F)S(=O)(=O)Cl)C=CC(=C1)F